C(C)(C)(C)P(C=1C=C(C=CC1)C1=CC=CC=C1)C(C)(C)C di-(tert-butyl)([1,1'-biphenyl]-3-yl)phosphine